COC1=C(NC(C(=O)O)=O)C(=CC=C1)OC 2,6-dimethyloxyanilino(oxo)acetic acid